NC1=CC(=C2CCN(CC2=C1)C(=O)O)C=C 7-amino-5-vinyl-3,4-dihydroisoquinoline-2(1H)-carboxylic acid